C(C)(C)C1=NOC(=N1)N1CCC(CC1)OC=1SC2=NC(=CC=C2N1)OC1=CC=C(C=C1)S(=O)(=O)C 3-isopropyl-5-(4-((5-(4-(methylsulfonyl)phenoxy)thiazolo[5,4-b]pyridin-2-yl)oxy)piperidin-1-yl)-1,2,4-oxadiazole